[Cl-].[Cl-].BrC1=CC=C(C=C1)C(=[Zr+2](C1=C(C=CC=2C3=CC=C(C=C3CC12)C(C)(C)C)C(C)(C)C)C1C=CC=C1)C1=CC=C(C=C1)Br di(p-bromophenyl)methylene(cyclopentadienyl)(2,7-ditert-butylfluorenyl)zirconium dichloride